S1C=CC2=C1C1=C(N2)C=CS1 4H-dithieno[3,2-b:2',3'-d]pyrrole